The molecule is a monounsaturated fatty acid anion resulting from the deprotonation of the carboxy group of (E)-non-2-enoic acid. The major species at pH 7.3. It is a conjugate base of an (E)-non-2-enoic acid. CCCCCC/C=C/C(=O)[O-]